2-hydroxyethyl 2-propylacrylate C(CC)C(C(=O)OCCO)=C